2-(9-(5-fluoropyridin-2-yl)-6-oxa-spiro[4.5]dec-9-yl)-ethylamine FC=1C=CC(=NC1)C1(CCOC2(CCCC2)C1)CCN